1-(7-bromo-5-fluoro-3-methyl-1-benzofuran-2-yl)-2,2,2-trifluoroethanone BrC1=CC(=CC=2C(=C(OC21)C(C(F)(F)F)=O)C)F